C(C)(C)(C)OC(=O)N[C@H](C(=O)O)C(C1CC1)C1CC1 (S)-2-((tert-butoxycarbonyl)amino)-3,3-dicyclopropylpropanoic acid